2-PHENYLETHYL PHENYLACETATE C1(=CC=CC=C1)CC(=O)OCCC1=CC=CC=C1